1,4-Phenylenediacetic acid C1(=CC=C(C=C1)CC(=O)O)CC(=O)O